N-(2-(4,4-difluoropiperidin-1-yl)-6-methylpyrimidin-4-yl)-4-((4-(hydroxymethyl)-1,2,5-oxadiazol-3-yl)amino)-2-(6-azaspiro[2.5]oct-6-yl)benzamide FC1(CCN(CC1)C1=NC(=CC(=N1)NC(C1=C(C=C(C=C1)NC1=NON=C1CO)N1CCC2(CC2)CC1)=O)C)F